N1(N=CC=C1)C1=CC=C(C=C1)CNC1CC1 N-[(4-pyrazol-1-ylphenyl)methyl]cyclopropanamine